1-Methyl-5-(4-((4-((5-(trifluoromethyl)pyridin-2-yl)amino)piperidin-1-yl)sulfonyl)phenyl)-1H-indazole-3-carboxamide CN1N=C(C2=CC(=CC=C12)C1=CC=C(C=C1)S(=O)(=O)N1CCC(CC1)NC1=NC=C(C=C1)C(F)(F)F)C(=O)N